C(C)(C)(C)OC(=O)N1CC=2N(C3=C(C=NC4=C(C=C(C=C34)Cl)F)N2)CC1 2-chloro-4-fluoro-10,11-dihydropyrazino[1',2':1,2]Imidazo[4,5-c]Quinoline-9(8H)-carboxylic acid tert-butyl ester